acrylic acid Silver [Ag].C(C=C)(=O)O